5-(butyldimethylsilyl)-2-cycloheptylbenzene-1,3-diol C(CCC)[Si](C=1C=C(C(=C(C1)O)C1CCCCCC1)O)(C)C